BrC1C(N(CC1)C1=CC=C(C=C1)CCC(=O)OC)=O Methyl 3-(4-(3-bromo-2-oxopyrrolidin-1-yl)phenyl)propanoate